isooxazol-5-amine O1N=CC=C1N